C(#N)C1=C(C=C(C=C1)C(F)(F)F)N1C(N([C@@H](C1)C#N)C1=CN=CC2=CC=CC=C12)=O (S)-1-(2-cyano-5-(trifluoromethyl)phenyl)-3-(isoquinolin-4-yl)-2-oxoimidazolidine-4-carbonitrile